N-({2-[5-Chloro-2-(2H-1,2,3-triazol-2-yl)benzoyl]-4-methyl-2-azabicyclo[3.1.1]heptan-3-yl}methyl)-5-(trifluoromethyl)pyrimidin-2-amin ClC=1C=CC(=C(C(=O)N2C3CC(C(C2CNC2=NC=C(C=N2)C(F)(F)F)C)C3)C1)N1N=CC=N1